CN(CCC1(CCNCC1)O)C 4-(2-(dimethyl-amino)ethyl)piperidin-4-ol